NCCC1CCC2(CCN(CC2)C(=O)OC(C)(C)C)CC1 tert-butyl 9-(2-aminoethyl)-3-azaspiro[5.5]undecane-3-carboxylate